C[Si](C)(C)C#CC=1C=C(C=CC1)CO (3-((trimethylsilyl)ethynyl)phenyl)methanol